The molecule is a 2-oxo monocarboxylic acid that is the 2-oxo derivative of butanoic acid. It is a 2-oxo monocarboxylic acid and a short-chain fatty acid. It derives from a butyric acid. It is a conjugate acid of a 2-oxobutanoate. CCC(=O)C(=O)O